(3S)-7-((S)-4-acryloyl-2-methylpiperazin-1-yl)-9-chloro-10-(2,4-difluorophenyl)-3-((4-(oxetan-3-yl)piperazin-1-yl)methyl)-2H-[1,4]-thiazino[2,3,4-ij]-quinazolin-5(3H)-one C(C=C)(=O)N1C[C@@H](N(CC1)C1=NC(N2C3=C(C(=C(C=C13)Cl)C1=C(C=C(C=C1)F)F)SC[C@@H]2CN2CCN(CC2)C2COC2)=O)C